tert-butyl (2,4-dimethylthiazol-5-yl)carbamate CC=1SC(=C(N1)C)NC(OC(C)(C)C)=O